BrC=1C=C(C=C2C(N(C(S2)=NN=C2C(NC3=CC=C(C=C23)C)=O)C2=C(C=C(C=C2)C)C)=O)C=CC1 3-(2-(5-(3-bromobenzylidene)-3-(2,4-dimethylphenyl)-4-oxothiazolidine-2-ylidene)hydrazono)-5-methyl-1H-indol-2-one